10-dodecyl-3-ethyl-14-(2-((9Z,12Z)-octadeca-9,12-dienoyloxy)ethyl)-8,13-dioxo-7,9-dioxa-3,14-diazahexadecan-16-yloctadeca-9,12-dienoate C(CCCCCCCCCCC)C(OC(OCCCN(CC)CC)=O)CCC(N(CCOC(CCCCCCCC=CCC=CCCCCC)=O)CCOC(CCCCCCC\C=C/C\C=C/CCCCC)=O)=O